(3S)-3-(6-chloro-3-pyridinyl)-8-methyl-5-oxo-6-phenyl-2,3-dihydrothiazolo[3,2-a]pyrimidine ClC1=CC=C(C=N1)[C@H]1CSC2N1C(C(=CN2C)C2=CC=CC=C2)=O